NONADIEN C=CC=CCCCCC